2-(2-(4,4-difluorocyclohexyl)-4-(2,5-difluorophenyl)pyridin-3-yl)-3,4,6,7-tetrahydropyrano[3,4-d]imidazole FC1(CCC(CC1)C1=NC=CC(=C1C1=NC2=C(N1)COCC2)C2=C(C=CC(=C2)F)F)F